3,6-dichloro-9H-fluorene ClC=1C=CC=2CC3=CC=C(C=C3C2C1)Cl